CN(CCN(C=1C(=CC(=CC1)NC1=NC(=NC=C1C1=CC=C(C=C1)C(F)(F)F)NC=1C=NN(C1)C)N)C)C N1-[2-(dimethylamino)ethyl]-N1-methyl-N4-{2-[(1-methyl-1H-pyrazol-4-yl)amino]-5-[4-(trifluoromethyl)phenyl]pyrimidin-4-yl}benzene-1,2,4-triamine